5-methanesulfonyl-2-[(3-{4-[(1-methylpiperidin-4-yl)amino]-1-(2,2,2-trifluoroethyl)-1H-indol-2-yl}prop-2-yn-1-yl)amino]benzonitrile CS(=O)(=O)C=1C=CC(=C(C#N)C1)NCC#CC=1N(C2=CC=CC(=C2C1)NC1CCN(CC1)C)CC(F)(F)F